tert-butyl 5-((3-chloro-2-methoxyphenyl)carbamothioyl)-4-(((3-((3-fluoropyridin-2-yl)methoxy)pyridin-4-yl)methyl)amino)-6-oxo-3,6-dihydropyridine-1(2H)-carboxylate ClC=1C(=C(C=CC1)NC(=S)C1=C(CCN(C1=O)C(=O)OC(C)(C)C)NCC1=C(C=NC=C1)OCC1=NC=CC=C1F)OC